2-methyl-1-(2-methylaziridin-1-yl)but-3-en-2-ol CC(CN1C(C1)C)(C=C)O